1,4,5-triacetyl-2,3-dimethylxylitol C(C)(=O)C([C@](O)([C@@](O)([C@](O)(C(O)C(C)=O)C(C)=O)C)C)O